N-(2-{[(3R)-1-benzylpyrrolidin-3-yl]amino}ethyl)-1-[3-(trifluoromethoxy)phenyl]piperidine-4-carboxamide C(C1=CC=CC=C1)N1C[C@@H](CC1)NCCNC(=O)C1CCN(CC1)C1=CC(=CC=C1)OC(F)(F)F